(S)-2-((7-((4-chloro-2-fluorobenzyl)oxy)-6-cyano-3,4-dihydroisoquinolin-2(1H)-yl)methyl)-1-(oxetan-2-ylmethyl)-1H-benzo[d]imidazole-6-carboxylic acid ClC1=CC(=C(COC2=C(C=C3CCN(CC3=C2)CC2=NC3=C(N2C[C@H]2OCC2)C=C(C=C3)C(=O)O)C#N)C=C1)F